FC(OC1=CC=C(C=C1)C1(CC1)C(=O)N1C(CCCCC1)C(=O)N)(F)F 1-[1-[4-(trifluoromethoxy)phenyl]cyclopropanecarbonyl]azepane-2-carboxamide